O=C1NC(CC[C@H]1C=1C=CC(=NC1)N1CCC(CC1)CN1CCN(CC1)C1=CC=C(C=N1)N1N=C(C(=C1)C=1C(=C(C=CC1)NS(=O)(=O)CCC)F)C1=CC=NC=C1)=O (S)-N-(3-(1-(6-(4-((1-(5-(2,6-dioxopiperidin-3-yl)pyridin-2-yl)piperidin-4-yl)methyl)piperazin-1-yl)pyridin-3-yl)-3-(pyridin-4-yl)-1H-pyrazol-4-yl)-2-fluorophenyl)propane-1-sulfonamide